(S)-Ethyl 2-((2S,3R)-3-(3-chlorophenyl)-2-(5-chloropyridin-2-yl)-6-oxopiperidin-1-yl)butanoate ClC=1C=C(C=CC1)[C@@H]1[C@H](N(C(CC1)=O)[C@H](C(=O)OCC)CC)C1=NC=C(C=C1)Cl